(3R,4R,5S,6R)-3-hydrazino-6-(hydroxymethyl)tetrahydro-2H-pyran-2,4,5-triol N(N)[C@H]1C(O[C@@H]([C@H]([C@@H]1O)O)CO)O